FC1=CC(=C(C(=O)O)C=C1F)[Se]C1=NC(=CC(=N1)OC)OC 4,5-difluoro-2-((4,6-dimethoxypyrimidin-2-yl)seleno)benzoic acid